methacryl-coa C(=O)(C(=C)C)SCCNC(CCNC([C@@H](C(COP(OP(OC[C@@H]1[C@H]([C@H]([C@@H](O1)N1C=NC=2C(N)=NC=NC12)O)OP(=O)(O)O)(=O)O)(=O)O)(C)C)O)=O)=O